methyl (3S)-1-(2-methyl-3-(2-oxo-4-(o-tolyl)-2H-chromen-7-yl)propanoyl)pyrrolidine-3-carboxylate CC(C(=O)N1C[C@H](CC1)C(=O)OC)CC1=CC=C2C(=CC(OC2=C1)=O)C1=C(C=CC=C1)C